6,6',6''-(((2S,5S,8S)-2,5,8-triethyl-1,4,7-triazonane-1,4,7-triyl)tris(methylene))tripicolinic acid C(C)[C@@H]1N(C[C@@H](N(C[C@@H](N(C1)CC1=CC=CC(=N1)C(=O)O)CC)CC1=CC=CC(=N1)C(=O)O)CC)CC1=CC=CC(=N1)C(=O)O